CC1=NC(=CC(=N1)NC1=CC2=C(C=N1)C(NN2C2=CC=NC=C2)=O)C 6-((2,6-dimethylpyrimidin-4-yl)amino)-1-(pyridin-4-yl)-1,2-dihydro-3H-pyrazolo[4,3-c]pyridin-3-one